N-(4-bromo-5-chloro-2-fluorophenyl)-1H-imidazole-5-carboxamide BrC1=CC(=C(C=C1Cl)NC(=O)C1=CN=CN1)F